(S)-N-(4-fluorophenyl)-2-(3-(3-(3-(trifluoromethyl)phenyl)ureido)bicyclo[1.1.1]pentan-1-yl)propanamide FC1=CC=C(C=C1)NC([C@@H](C)C12CC(C1)(C2)NC(=O)NC2=CC(=CC=C2)C(F)(F)F)=O